CC1(CC1)NS(=O)(=O)C1=CC=C2C=NNC2=C1 N-(1-methylcyclopropyl)-1H-indazole-6-sulfonamide